1-n-hexyl-3-methylimidazolium iodide salt [I-].C(CCCCC)N1C=[N+](C=C1)C